N-(1-(butylsulfonyl)piperidin-4-yl)-N-(1-cyclopropylethyl)isoquinoline-3-carboxamide C(CCC)S(=O)(=O)N1CCC(CC1)N(C(=O)C=1N=CC2=CC=CC=C2C1)C(C)C1CC1